OC=1C(=CC(=C(OCC(=O)O)C1)C)C(CCC1=C(N=C(S1)C1=CC=C(C=C1)C(F)(F)F)C(C)C)=O 2-(5-hydroxy-4-(3-(4-isopropyl-2-(4-(trifluoromethyl)phenyl)thiazol-5-yl)propionyl)-2-methylphenoxy)acetic acid